FC(C1=NN=C(O1)C=1C=CC(=NC1)CN1C(N(C2=C1C=C(C(=C2)C2=CC(=CC=C2)F)F)C2CCN(CC2)C)=O)F 1-((5-(5-(difluoromethyl)-1,3,4-oxadiazole-2-yl)pyridine-2-yl)methyl)-6-fluoro-5-(3-fluorophenyl)-3-(1-methylpiperidine-4-yl)-1,3-dihydro-2H-benzo[d]imidazole-2-one